C1(CC1)C#C[C@@]1(NC(NC2=CC(=C(C=C12)F)CN1N=C(C=C1)CO)=O)C(C)(F)F (S)-4-(cyclopropylethynyl)-4-(1,1-difluoroethyl)-6-fluoro-7-((3-(hydroxymethyl)-1H-pyrazol-1-yl)methyl)-3,4-dihydroquinazolin-2(1H)-one